2-(5-(3,5-dichloro-4-fluorophenyl)-5-(trifluoromethyl)-4,5-dihydroisoxazol-3-yl)-N-(ethoxymethyl)-N-(prop-2-yn-1-yl)-2,3-dihydro-1H-pyrrolo[3,4-c]pyridine-6-carboxamide ClC=1C=C(C=C(C1F)Cl)C1(CC(=NO1)N1CC=2C=NC(=CC2C1)C(=O)N(CC#C)COCC)C(F)(F)F